Methyl-6-(4-(5-(3-chloro-4-(trifluoromethyl)phenyl)-7,7-dimethyl-6,7-dihydro-5H-pyrrolo[2,3-b]pyrazine-2-carbonyl)-3,3-dimethylpiperazin-1-yl)-2,4-dimethylnicotinic acid CC=1C(=NC(=C(C(=O)O)C1C)C)N1CC(N(CC1)C(=O)C=1N=C2C(=NC1)N(CC2(C)C)C2=CC(=C(C=C2)C(F)(F)F)Cl)(C)C